ClC=1C=C(CCNC[C@](COC2=CC=C(C=C2)N(S(=O)(=O)C)C)(C)O)C=CC1 (S)-N-(4-(3-((3-chlorophenethyl)amino)-2-hydroxy-2-methylpropoxy)phenyl)-N-methylmethanesulfonamide